F[B-](F)(F)F.[Nd+3].F[B-](F)(F)F.F[B-](F)(F)F neodymium tetrafluoroborate